C12CC(C1)(C2)N2N=CC(=C2)S(=O)(=O)NC=2C=CC(=C1C(=CNC21)C#N)C 1-(3-bicyclo[1.1.1]pentanyl)-N-(3-cyano-4-methyl-1H-indol-7-yl)pyrazole-4-sulfonamide